(1R,4R,5R)-4,7,7-trimethyl-6-thiabicyclo[3.2.1]octane C[C@@H]1CC[C@H]2C(S[C@@H]1C2)(C)C